Tri-Ethylaluminium C(C)[Al](CC)CC